o-vinylbenzylalcohol C(=C)C1=C(CO)C=CC=C1